tert-butyl (3R)-4-((1-(3-(2,6-dioxopiperidin-3-yl)-1-methyl-1H-indazol-6-yl)piperidin-4-yl)methyl)-3-methylpiperazine-1-carboxylate O=C1NC(CCC1C1=NN(C2=CC(=CC=C12)N1CCC(CC1)CN1[C@@H](CN(CC1)C(=O)OC(C)(C)C)C)C)=O